1-(2-(4-hydroxypiperidin-1-yl)ethyl)-3-(4-(3-(piperidin-1-yl)cyclobutoxy)phenyl)urea OC1CCN(CC1)CCNC(=O)NC1=CC=C(C=C1)OC1CC(C1)N1CCCCC1